4-benzyloxypyrimidine-5-carboxylic acid C(C1=CC=CC=C1)OC1=NC=NC=C1C(=O)O